N-[4-[[(2,6-dimethylphenoxy)acetyl]amino]-3-hydroxy-5-phenyl-1-(phenylmethyl)pentyl]-tetrahydro-α-(1-methylethyl)-2-oxo-1(2H)-pyrimidineacetamide CC1=C(OCC(=O)NC(C(CC(CC2=CC=CC=C2)NC(C(N2C(NCCC2)=O)C(C)C)=O)O)CC2=CC=CC=C2)C(=CC=C1)C